C(C)(C)(C)C=1C(=NC=CC1)C=1C=NC(=CC1)Cl tert-butyl-(6'-chloro-[2,3'-bipyridine])